C(#N)C=1C=NN2C1C(=CC(=C2)C=2C=NN(C2C)C2CCN(CC2)C#N)O[C@H](C(F)(F)F)C 4-[4-(3-Cyano-4-[[(2S)-1,1,1-trifluoropropan-2-yl]oxy]pyrazolo[1,5-a]pyridin-6-yl)-5-methylpyrazol-1-yl]piperidine-1-carbonitrile